C(C)(=O)OC1=C2C3=C(C(OC2=CC(=C1)CCC)(C)C)C=CC(=C3)C 6,6,9-trimethyl-3-propyl-6H-benzo[c]chromen-1-yl acetate